ClCCN=C=O 1-chloro-2-isocyanato-ethane